C(C)(C)(C)C=1C=C(N(N1)C1CCCC1)NC(=O)NC1=CC=C(C2=CC=CC=C12)OCCN1CCOCC1 1-[5-tert-butyl-2-cyclopentyl-2H-pyrazol-3-yl]-3-[4-(2-morpholin-4-yl-ethoxy)naphthalen-1-yl]-urea